N[C@H](C)C=1C(=C(C=CC1)C(C(O)([2H])[2H])(F)F)F 2-[3-[(1R)-1-aminoethyl]-2-fluoro-phenyl]-1,1-dideuterio-2,2-difluoro-ethanol